(2S)-4-[4-(4-chloro-2-fluoro-phenyl)-6,7-dimethyl-pteridin-2-yl]-2-(1-methylpyrazol-4-yl)morpholine ClC1=CC(=C(C=C1)C1=NC(=NC2=NC(=C(N=C12)C)C)N1C[C@@H](OCC1)C=1C=NN(C1)C)F